COC(CCO)CC 3-Methoxy-3-ethyl-1-propanol